2-amino-7-chloro-3-methyl-N-(2-methylpropyl)-N-((5-(trifluoromethyl)-2-pyridinyl)methyl)-6-quinolinecarboxamide NC1=NC2=CC(=C(C=C2C=C1C)C(=O)N(CC1=NC=C(C=C1)C(F)(F)F)CC(C)C)Cl